(E)-3-(4-methoxyphenyl)pent-2-en-4-ynal COC1=CC=C(C=C1)/C(=C/C=O)/C#C